stearoyl β-alaninate NCCC(=O)OC(CCCCCCCCCCCCCCCCC)=O